NC=1C(=CC2=C(OCCO2)C1)C(=O)OC methyl 7-amino-2,3-dihydrobenzo[b][1,4]dioxin-6-carboxylate